(S)-N-(4-AMINO-3,4-DIOXO-1-PHENYLBUTAN-2-YL)-3-PHENYLISOXAZOLE-4-CARBOXAMIDE NC(C([C@H](CC1=CC=CC=C1)NC(=O)C=1C(=NOC1)C1=CC=CC=C1)=O)=O